C(#N)C=1C(=NC(=NC1)NC1=C(C=C(C=C1)N1CCN(CC1)CC)NC(C=C)=O)NC1=C(C=CC=C1C)OC(C)C N-(2-((5-cyano-4-((2-isopropoxy-6-methylphenyl)amino)pyrimidin-2-yl)amino)-5-(4-ethylpiperazin-1-yl)phenyl)acrylamide